N1(CCOCC1)C1=CC=C(C=C1)N (4-morpholin-4-yl)phenylamin